C1(CC1)C(=O)N1CCC2=CC(=CC=C12)C=1N=C(SC1C)NC(CC1=CC(=CC=C1)OCCC(CCNC=1C=C2C(N(C(C2=CC1)=O)C1C(NC(CC1)=O)=O)=O)N1CCOCC1)=O N-(4-(1-(cyclopropanecarbonyl)indolin-5-yl)-5-methylthiazol-2-yl)-2-(3-((5-((2-(2,6-dioxopiperidin-3-yl)-1,3-dioxoisoindolin-5-yl)amino)-3-morpholinopentyl)oxy)phenyl)acetamide